6-cyclopropyl-2-methyl-1,2,3,4-tetrahydroquinoline C1(CC1)C=1C=C2CCC(NC2=CC1)C